4-(benzo[d][1,3]dioxol-5-ylamino)pyrimido[4,5-d]pyridazin-5(6H)-one O1COC2=C1C=CC(=C2)NC2=NC=NC=1C=NNC(C12)=O